(4-hydroxypiperidin-1-yl)(4-(6-phenylimidazo[1,5-a]pyrazin-3-yl)phenyl)methanone OC1CCN(CC1)C(=O)C1=CC=C(C=C1)C1=NC=C2N1C=C(N=C2)C2=CC=CC=C2